4,4'-[(3,4-dihydroxyphenyl)methylene]bis(2,6-dimethylphenol) OC=1C=C(C=CC1O)C(C1=CC(=C(C(=C1)C)O)C)C1=CC(=C(C(=C1)C)O)C